(2-(3',6'-dimethoxy-10H-spiro[acridin-9,9'-fluorene]-10-yl)ethyl)phosphoric acid COC=1C=CC=2C3(C4=CC=C(C=C4C2C1)OC)C1=CC=CC=C1N(C=1C=CC=CC13)CCOP(O)(O)=O